C1(CCCC1)COC1=NC=CC2=CC(=C(C=C12)OC)C(=O)N 1-(cyclopentylmethoxy)-7-methoxyisoquinoline-6-carboxamide